8-(3,3-dimethylazetidin-1-yl)-N-(4-(2,4-dimethyloxazol-5-yl)-2-ethoxyphenyl)-6-methylpyrido[3,4-d]pyrimidin-2-amine CC1(CN(C1)C1=NC(=CC2=C1N=C(N=C2)NC2=C(C=C(C=C2)C2=C(N=C(O2)C)C)OCC)C)C